2-benzyl-2-azaspiro[3.3]heptan-6-yl (2R)-4-(5-methanesulfonyl-pyrimidin-2-yl)-2-methylpiperazine-1-carboxylate CS(=O)(=O)C=1C=NC(=NC1)N1C[C@H](N(CC1)C(=O)OC1CC2(CN(C2)CC2=CC=CC=C2)C1)C